C(#N)C(C(=O)O)=CC1=CC2=C(C=C(O2)C2=CC=C(C=C2)N(C=2C=NC=CC2)C=2C=NC=CC2)C=C1 2-cyano-3-(2-(4-(bis(pyridin-3-yl)amino)phenyl)benzofuran-6-yl)acrylic acid